C(C)(=O)C1=NC=CC(=N1)COC1=CC=C(C=C1)C(C)(C)C1=CC=C(OC[C@H]2N(CCC2)C=2C=C3C(N(C(C3=CC2)=O)C2C(NC(CC2)=O)=O)=O)C=C1 5-((S)-2-((4-(2-(4-((2-acetylpyrimidin-4-yl)methoxy)phenyl)propan-2-yl)phenoxy)methyl)pyrrolidin-1-yl)-2-(2,6-dioxopiperidin-3-yl)isoindoline-1,3-dione